C[C@H]1[C@@H](C[C@H]([C@@H](O1)O[C@H](C)CCCCCC/C=C/C(=O)O)O)OC(=O)C2=CNC3=CC=CC=C32 The molecule is a 4-O-(1H-indol-3-ylcarbonyl)ascaroside derived from (2E,10R)-10-hydroxyundec-2-enoic acid. It is a metabolite of the nematode Caenorhabditis elegans. It has a role as a Caenorhabditis elegans metabolite. It is a 4-O-(1H-indol-3-ylcarbonyl)ascaroside, an alpha,beta-unsaturated monocarboxylic acid and an (omega-1)-hydroxy fatty acid ascaroside. It derives from an ascr#17 and a (2E,10R)-10-hydroxyundec-2-enoic acid.